C1(=C(C=CC=C1)N(C(=O)NCCCCCCCCCCCCCCCCCC)CCCCCCCCCCCCCCCCCC)C tolyl-bis-stearyl-urea